C(C1=CC=CC=C1)OCCCC1=NC=2C(=C3C(=NC2C)C=C(S3)C3=NNC=C3)N1C (3-(benzyloxy)propyl)-1,4-dimethyl-7-(1H-pyrazol-3-yl)-1H-imidazo[4,5-d]thieno[3,2-b]pyridine